CN(C1CCC2(CCN(CC2)C2=C(C#N)C=CC=N2)CC1)C 2-(9-(dimethylamino)-3-azaspiro[5.5]undecan-3-yl)nicotinonitrile